(E)-10-bromodecyl-3-propyltridec-2-enoate BrCCCCCCCCCCOC(\C=C(\CCCCCCCCCC)/CCC)=O